ClC1=CC(=C(C=C1)C=1N=CN(C1)C12CC(C1)(C2)N)F 3-[4-(4-chloro-2-fluorophenyl)-1H-imidazol-1-yl]bicyclo[1.1.1]pentan-1-amine